CC(=CC)C 3-methylbut-2-en